2-([2,2'-bipyridin]-5-yloxy)-N-ethylacetamide N1=C(C=CC(=C1)OCC(=O)NCC)C1=NC=CC=C1